1-Benzyl-2-methylimidazol C(C1=CC=CC=C1)N1C(=NC=C1)C